[N+](=O)([O-])C(C)(C)[C@@H]1C(C2=CC=CC=C2CC1)=O |r| (±)-2-(2-nitro-2-propyl)-3,4-dihydronaphthalene-1(2H)-one